C(C)C=C(C(=O)[O-])C#N ethyl-cyanoacrylate